O=C1N(CCC(N1)=O)C=1C=NC=CC1CN(C1CCN(CC1)C1=CC=C(C(=O)NC2=CC(=C(C=C2)C)NC2=NC=CC(=N2)C=2C=NC=CC2)C=C1)C 4-(4-(((3-(2,4-dioxotetrahydropyrimidin-1(2H)-yl)pyridin-4-yl)methyl)(methyl)amino)piperidin-1-yl)-N-(4-methyl-3-((4-(pyridin-3-yl)pyrimidin-2-yl)amino)phenyl)benzamide